NC=1C2=C(N=CN1)N(C(=C2C=2C=NC1=CC=CC=C1C2)C#C)C21CCC(CC2)(C1)NC(=O)C1=NC=C(N=C1)C(OC)OC N-(4-(4-amino-6-ethynyl-5-(quinolin-3-yl)-7H-pyrrolo[2,3-d]pyrimidin-7-yl)bicyclo[2.2.1]heptane-1-yl)-5-(dimethoxymethyl)pyrazine-2-carboxamide